ClC=1C(=NC(=NC1)NC=1C=C(C(=O)NC2CNCCC2)C=CC1)NCC1=C(C=C(C=C1)F)F 3-({5-chloro-4-[(2,4-difluorobenzyl)amino]pyrimidin-2-yl}amino)-N-(piperidin-3-yl)benzamide